3,6-bis-(4-aminobutyl)piperazine-2,5-dione NCCCCC1C(NC(C(N1)=O)CCCCN)=O